tert-butyl 3-[3-chloro-5-(2-methoxy-2-oxo-ethyl)phenyl]-2,7-dimethyl-5,7-dihydro-4H-pyrazolo[3,4-c]pyridine-6-carboxylate ClC=1C=C(C=C(C1)CC(=O)OC)C=1N(N=C2C(N(CCC21)C(=O)OC(C)(C)C)C)C